C1(CC1)CN1CCC(CC1)C=1N=CC(=NC1)C1=NNC(=C1C(C)C)C=1C=C(C=2N(C1)N=CN2)OC 6-(3-(5-(1-(cyclopropylmethyl)piperidin-4-yl)pyrazin-2-yl)-4-isopropyl-1H-pyrazol-5-yl)-8-methoxy-[1,2,4]triazolo[1,5-a]pyridine